BrC=1C=C2SC=3C=C(C=CC3N(C2=CC1)CCN1CCOCC1)C1=C2C=NN(C2=CC=C1)C(=O)OC(C)(C)C tert-butyl 4-(7-bromo-10-(2-morpholinoethyl)-10H-phenothiazin-3-yl)-1H-indazole-1-carboxylate